ClC=1C=CC(=C(C1)C1=CC(=C(N=N1)CCC(=O)OC)NC1=CC(=NC=C1)NC(CCN1CCN(CC1)C)=O)F methyl 3-[6-(5-chloro-2-fluorophenyl)-4-({2-[3-(4-methylpiperazin-1-yl)propanamido]pyridin-4-yl} amino)pyridazin-3-yl]propanoate